C(C)(C)(C)OC(=O)N1C2CN(CC1C2)C2=NC=C(C=C2)C=2C=1N(C=C(C2)C=2C=NN(C2)C)N=CC1Cl 3-(5-(3-chloro-6-(1-methyl-1H-pyrazol-4-yl)pyrazolo[1,5-a]pyridin-4-yl)pyridin-2-yl)-3,6-diazabicyclo[3.1.1]heptane-6-carboxylic acid tert-butyl ester